(S)-8-(1-(tert-butoxycarbonyl)pyrrolidin-2-yl)-6-chloro-3,4-dihydroisoquinoline C(C)(C)(C)OC(=O)N1[C@@H](CCC1)C=1C=C(C=C2CCN=CC12)Cl